tert-butyl [trans-4-[[6-(4-(2-acetamidoethoxy)-2-methylphenyl)-3-[N'-(2-chloro-5-fluorophenyl)carbamimidoyl]pyrrolo[1,2-b]pyridazin-4-yl]amino]cyclohexyl]carbamate C(C)(=O)NCCOC1=CC(=C(C=C1)C=1C=C2N(N=CC(=C2N[C@@H]2CC[C@H](CC2)NC(OC(C)(C)C)=O)C(N)=NC2=C(C=CC(=C2)F)Cl)C1)C